Cl.CN(C[C@H](C)C1=CC=C(C=C1)C=1C=2C=3C(C(NC2C(=CC1O)C)=O)=CSC3)C (R)-9-(4-(1-(dimethylamino)propan-2-yl)phenyl)-8-hydroxy-6-methylthieno[3,4-c]quinolin-4(5H)-one hydrochloride